tert-butyl (R)-2-(6-chloro-4-fluoro-1-oxoisoindolin-2-yl)propanoate ClC1=CC(=C2CN(C(C2=C1)=O)[C@@H](C(=O)OC(C)(C)C)C)F